CC(CC(C)=O)=O.[Cu] copper (2,4-pentanedione)